FC1=C(C(=CC=C1F)F)S(=O)(=O)Cl 2,3,6-trifluoro-benzenesulfonyl chloride